N(=[N+]=[N-])CC1=C(C(=C(C=C1)C=1OC(=NN1)C(F)F)F)F 2-(4-(azidomethyl)-2,3-difluorophenyl)-5-(difluoromethyl)-1,3,4-oxadiazole